2-(5-(Azetidin-1-yl)-4-((2S,5R)-4-(2-methoxy-2-methylpropanoyl)-2,5-dimethylpiperazin-1-yl)-7H-pyrrolo[2,3-d]pyrimidin-7-yl)isonicotinonitrile N1(CCC1)C1=CN(C=2N=CN=C(C21)N2[C@H](CN([C@@H](C2)C)C(C(C)(C)OC)=O)C)C=2C=C(C#N)C=CN2